2-ethoxy-4-ethylphenol C(C)OC1=C(C=CC(=C1)CC)O